4-((((5-((4-(3-((2-((S)-1-hydroxyethyl)-1H-imidazol-1-yl)methyl)isoxazol-5-yl)phenyl)ethynyl)pyridin-2-yl)methyl)amino)methyl)-1-methylpyrrolidin-2-one O[C@@H](C)C=1N(C=CN1)CC1=NOC(=C1)C1=CC=C(C=C1)C#CC=1C=CC(=NC1)CNCC1CC(N(C1)C)=O